O=S1(C(=CC(C=C1C1=CC=C(C=C1)C(F)(F)F)=C(C#N)C#N)C1=CC=C(C=C1)C(F)(F)F)=O 1,1-dioxo-2,6-di(4-trifluoromethylphenyl)-4-(dicyanomethylidene)thiopyran